N1(CCCCC1)S(=O)(=O)C=1C=C(C(=O)O)C=CC1NCCCCCCCC(F)(F)F 3-(1-Piperidinylsulfonyl)-4-(8,8,8-trifluorooctylamino)benzoic acid